FC1=C(C=CC(=C1F)OC(F)(F)F)OB(O)O (2,3-difluoro-4-(trifluoromethoxy)phenyl)boric acid